2-methyl-6-nitro-4H-benzo[d][1,3]oxazin-4-one CC=1OC(C2=C(N1)C=CC(=C2)[N+](=O)[O-])=O